CNC(=O)C=1C(=NNC1)C(F)(F)F methyl-3-trifluoromethylpyrazol-4-ylcarboxamide